(R)-2-(4-(5-chloropyrimidin-2-yl)cyclohexyl)-5-oxo-6,7-dihydrothieno[3,2-d]pyrimidine ClC=1C=NC(=NC1)C1CCC(CC1)C=1N=CC2=C(N1)CC[S@]2=O